O1C(COCC1)COC1=CC(=C(C(=N1)C#CC1=CC=C(OCCOCCNC(OC(C)(C)C)=O)C=C1)CC)OCC1=CC=CC=C1 tert-Butyl (2-(2-(4-((6-((1,4-dioxan-2-yl)methoxy)-4-(benzyloxy)-3-ethylpyridin-2-yl)ethynyl)phenoxy)ethoxy)ethyl)carbamate